rac-benzyl ((2S,3S,4R)-1-acetyl-2-cyclopropyl-3-methyl-1,2,3,4-tetrahydroquinolin-4-yl)carbamate C(C)(=O)N1[C@H]([C@H]([C@H](C2=CC=CC=C12)NC(OCC1=CC=CC=C1)=O)C)C1CC1 |r|